4-(4-fluorobenzyl)-1H-pyrazole FC1=CC=C(CC=2C=NNC2)C=C1